CN1N=C(C=C1CC1CC2(CN(C2)C(=O)N2C[C@@H]3[C@@H](OCC(N3)=O)CC2)C1)C(F)(F)F (4aR,8aS)-6-[6-[[2-methyl-5-(trifluoromethyl)pyrazol-3-yl]methyl]-2-azaspiro[3.3]heptane-2-carbonyl]-4,4a,5,7,8,8a-hexahydropyrido[4,3-b][1,4]oxazin-3-one